ClC=1C=CC(=NC1)[C@]1(OC2=C(O1)C=CC=C2C=2CCN(CC2)[C@@H](C)C2=NC1=C(N2C[C@H]2OCC2)C=C(C=C1)C(=O)O)C 2-((S)-1-(4-((R)-2-(5-chloropyridin-2-yl)-2-methylbenzo[d][1,3]dioxolan-4-yl)-3,6-dihydropyridin-1(2H)-yl)ethyl)-1-(((S)-oxetan-2-yl)methyl)-1H-benzo[d]imidazole-6-carboxylic acid